acetyl-9-amino-8-oxo-7-aza-nonyloxy phosphate, sodium salt [Na+].P(=O)(OOCCCCCCNC(C(N)C(C)=O)=O)([O-])[O-].[Na+]